2-amino-3-(2,2-dimethyl-propyl)-5-[2-(4-fluorophenyl)-2-oxo-acetyl]-3H-imidazo[4,5-b]pyridin-1-ium NC1=[NH+]C=2C(=NC(=CC2)C(C(=O)C2=CC=C(C=C2)F)=O)N1CC(C)(C)C